(3-isobutyl-2,5-dimethoxy-7-bicyclo[4.2.0]octa-1,3,5-trienyl)methanamine C(C(C)C)C=1C(=C2CC(C2=C(C1)OC)CN)OC